BrC=1C(=NC=C(C1C)F)N1CC2(COC2)C1 6-(3-bromo-5-fluoro-4-methylpyridin-2-yl)-2-oxa-6-azaspiro[3.3]heptane